CN1CCC(CC1)C(=O)OCCOCCOCCOCCOC[C@@H](COCCCCCCCC(OC(CCCCCCCC)CCCCCCCC)=O)OCCCCCCCC(=O)OC(CCCCCCCC)CCCCCCCC (R)-14-((8-(heptadecan-9-yloxy)-8-oxooctyl)oxy)-26-octyl-24-oxo-3,6,9,12,16,25-hexaoxatetratriacontyl 1-methylpiperidine-4-carboxylate